allylchloro[1,3-bis(2,6-di-i-propylphenyl)-4,5-dihydroimidazol-2-ylidene]nickel (II) C(C=C)[Ni-2](=C1N(CCN1C1=C(C=CC=C1C(C)C)C(C)C)C1=C(C=CC=C1C(C)C)C(C)C)Cl